C(C)(C)(C)OC(=O)N(/C=C(/C(=O)O)\C1=CC=C(C=C1)Cl)C(C)C (E)-3-(tert-Butoxycarbonyl-(isopropyl)amino)-2-(4-chlorophenyl)acrylic acid